1-amino-3-[(tert-butyldiphenylsilyl)oxy]propan-2-ol NCC(CO[Si](C1=CC=CC=C1)(C1=CC=CC=C1)C(C)(C)C)O